anthraquinone-2,7-disulfonic acid sodium salt [Na+].C1=C(C=CC=2C(C3=CC=C(C=C3C(C12)=O)S(=O)(=O)[O-])=O)S(=O)(=O)[O-].[Na+]